COC=1C=C2CCN(CC2=CC1NC1=NC2=CC(=CC=C2C=N1)NC1=C(C=CC(=C1)S(=O)(=O)C)C)C N~2~-(6-methoxy-2-methyl-1,2,3,4-tetrahydroisoquinolin-7-yl)-N~7~-[2-methyl-5-(meth-ylsulfonyl)phenyl]quinazoline-2,7-diamine